FC(CO\C(\C(=O)OCC)=C/N(C)C)F ethyl (Z)-2-(2,2-difluoroethoxy)-3-(dimethyl amino)prop-2-enoate